2-((1R,3r,5S)-8-methyl-8-azabicyclo[3.2.1]octan-3-yl)-5-((1S,5R)-5-(trifluoromethyl)-3-(8-(trifluoromethyl)quinolin-5-yl)-3-azabicyclo[3.1.0]hexan-1-yl)-1,3,4-oxadiazole CN1[C@H]2CC(C[C@@H]1CC2)C=2OC(=NN2)[C@@]21CN(C[C@]1(C2)C(F)(F)F)C2=C1C=CC=NC1=C(C=C2)C(F)(F)F